1-(4-(2-(2,6-dimethylpyridin-4-yl)-3-isopropyl-1H-indol-5-yl)piperidin-1-yl)-2-((2-hydroxyethyl)(propyl)amino)ethan-1-one CC1=NC(=CC(=C1)C=1NC2=CC=C(C=C2C1C(C)C)C1CCN(CC1)C(CN(CCC)CCO)=O)C